CO\N=C\C1=C(C(=C(C(=C1O)C\C=C(\C=C\[C@@]1([C@H](/C(/CC[C@H]1C)=N/O)C)C)/C)OC)Cl)C (E)-3-chloro-6-hydroxy-5-((2E,4E)-5-((1R,2R,6R,E)-3-(hydroxyimino)-1,2,6-trimethylcyclohexyl)-3-methylpenta-2,4-dien-1-yl)-4-methoxy-2-methylbenzaldehyde O-methyloxime